lithium zinc silver tin lanthanum [La].[Sn].[Ag].[Zn].[Li]